(E)-N2-[(2,4-dihydroxy-6-methylphenyl)methylidene]-L-arginine OC1=C(C(=CC(=C1)O)C)C=N[C@@H](CCCN\C(\N)=N\[H])C(=O)O